3-Oxo-3-phenylpropionitrile O=C(CC#N)C1=CC=CC=C1